methyl 2-cyano-4-fluorobenzoate C(#N)C1=C(C(=O)OC)C=CC(=C1)F